1,1-Cyclohexandithiol C1(CCCCC1)(S)S